(R)-1-((1R,4R)-4-((4-((RS)-2,6-dioxopiperidin-3-yl)phenyl)amino)cyclohexane-1-carbonyl)pyrrolidine-3-carboxylic acid O=C1NC(CC[C@@H]1C1=CC=C(C=C1)NC1CCC(CC1)C(=O)N1C[C@@H](CC1)C(=O)O)=O |&1:6|